5-[(4R,11aS)-9-[(3R,4S)-3-amino-4-methoxy-pyrrolidin-1-yl]-4-methyl-1,3,4,6,11,11a-hexahydropyrazino[1,2-b]isoquinolin-2-yl]quinoline-8-carbonitrile N[C@@H]1CN(C[C@@H]1OC)C1=CC=2C[C@@H]3N(CC2C=C1)[C@@H](CN(C3)C3=C1C=CC=NC1=C(C=C3)C#N)C